C(C)(=O)N1CC2=C(CC1)N(N=C2C=2C=CC=C1C=C(N=CC21)C=2C=CC(=NC2)C(=O)O)C2CCOCC2 5-(8-(5-acetyl-1-(tetrahydro-2H-pyran-4-yl)-4,5,6,7-tetrahydro-1H-pyrazolo[4,3-c]pyridin-3-yl)isoquinolin-3-yl)picolinic acid